3,5-bis(trifluoromethyl)phenol sodium [Na].FC(C=1C=C(C=C(C1)C(F)(F)F)O)(F)F